4-Ethyl-3-(((9-isopropyl-2-(methylamino)-9H-purin-6-yl)amino)methyl)-6-methylpyridin-2(1H)-one C(C)C1=C(C(NC(=C1)C)=O)CNC1=C2N=CN(C2=NC(=N1)NC)C(C)C